CC=1C=C(C=CC1C(C)C)NC(=O)N1[C@H](CCC1)C(=O)NC1=CC=C(C=C1)C1=CC=C(C=C1)C(=O)[O-].[NH4+] ammonium 4'-[(1-{[3-methyl-4-(propan-2-yl)phenyl]carbamoyl}-D-prolyl)amino][1,1'-biphenyl]-4-carboxylate